C(CCCCCCCCC\C=C/CCCCCCCC)(=O)OC methyl (Z)-eicos-11-enoate